6-(4,4-difluoropiperidin-1-yl)-3-(3-ethyl-1H-indazol-5-yl)imidazo[1,2-b]pyridazine FC1(CCN(CC1)C=1C=CC=2N(N1)C(=CN2)C=2C=C1C(=NNC1=CC2)CC)F